CC=1N(C=C(N1)C)C=1C=C(C(=O)OC)C=CC1[N+](=O)[O-] Methyl 3-(2,4-dimethyl-1H-imidazol-1-yl)-4-nitrobenzoate